C(C1=CC=C(C(=O)OCC(CCCC)CC)C=C1)(=O)OCC(CCCC)CC bis(2-ethylhexyl) terephthalate